CCN(CC)C1=CC=C(C=C1)N N,N-diethyl-phenylenediamine